The molecule is a cinnamate ester obtained by formal condensation of the carboxy group of trans-caffeic acid with the 5-hydroxy group of quinic acid. It has a role as a plant metabolite. It is a cyclitol carboxylic acid and a cinnamate ester. It derives from a (-)-quinic acid and a trans-caffeic acid. It is a conjugate acid of a trans-5-O-caffeoyl-D-quinate. C1[C@H]([C@@H]([C@@H](C[C@]1(C(=O)O)O)OC(=O)/C=C/C2=CC(=C(C=C2)O)O)O)O